C(C)OC(=O)C1C(=C(C(CC1CC(C)C)=O)CCC(OC)OC)C 3-(3,3-dimethoxypropyl)-6-isobutyl-2-methyl-4-oxo-cyclohex-2-en-1-carboxylic acid ethyl ester